7-benzyl-1-(6-((4-methoxybenzyl)oxy)-4-morpholinopyridin-2-yl)azepan-2-one C(C1=CC=CC=C1)C1CCCCC(N1C1=NC(=CC(=C1)N1CCOCC1)OCC1=CC=C(C=C1)OC)=O